4-(1-pyrrolidinyl)benzoic acid N1(CCCC1)C1=CC=C(C(=O)O)C=C1